bishydroxymethylbutanol OCC(CCC)(O)CO